C1N(CC2=CC=CC=C12)CC=1OC=C(C(C1)=O)OCC1=CC(=CC=C1)[N+](=O)[O-] 2-(isoindolin-2-ylmethyl)-5-((3-nitrobenzyl)oxy)-4H-pyran-4-one